BrC1=CC(=C(C=C1)NC(=O)C1=C(C=NN1C1OCCCC1)OCC(C)O)C N-(4-bromo-2-methylphenyl)-4-(2-hydroxy-propoxy)-1-(tetrahydro-2H-pyran-2-yl)-1H-pyrazole-5-carboxamide